C(C)C=1C=CC=C2C=C(C=C(C12)C1=C(C=2N=C(N=C(C2C=N1)N1CC2CCC(C1)N2C(=O)OC(C)(C)C)SC)F)OCOC tert-butyl 3-[7-[8-ethyl-3-(methoxymethoxy)-1-naphthyl]-8-fluoro-2-methylsulfanyl-pyrido[4,3-d]pyrimidin-4-yl]-3,8-diazabicyclo[3.2.1]octane-8-carboxylate